N1-(2-fluoro-3-(trifluoromethyl)benzyl)-N2-(1H-pyrrolo[3,2-b]pyridin-3-yl)oxalamide FC1=C(CNC(C(=O)NC2=CNC=3C2=NC=CC3)=O)C=CC=C1C(F)(F)F